C(C)(C)(C)C1=CC(=CC(=C1O)N1N=C2C(=N1)C=CC(=C2)Cl)C 2-t-butyl-6-(5-chloro-2H-benzotriazol-2-yl)-p-cresol